m-[2-amino-6-(1-{[6-(1-hydroxycyclobutyl)-2-pyridinyl]methyl}-1H-1,2,3-triazol-4-yl)-4-pyrimidinyl]benzonitrile NC1=NC(=CC(=N1)C=1C=C(C#N)C=CC1)C=1N=NN(C1)CC1=NC(=CC=C1)C1(CCC1)O